SC(C)S(=O)(=O)O α-mercaptoethanesulfonic acid